FC(C1=CC=C(C=C1)CC(=O)N1CCC(CC1)N1C(NC2=C1C=CC=C2)=O)(F)F 1-(1-(2-(4-(trifluoromethyl)phenyl)acetyl)piperidin-4-yl)-1,3-dihydro-2H-benzo[d]imidazol-2-one